N-methyl-N-((S)-2,2,2-trifluoro-1-(4-((S)-2-fluoro-8,8-dimethyl-7,8-dihydro-6H-cyclopenta[e]pyrazolo[1,5-a]pyrimidin-6-yl)phenyl)ethyl)tetrahydro-2H-pyran-4-carboxamide CN(C(=O)C1CCOCC1)[C@H](C(F)(F)F)C1=CC=C(C=C1)[C@@H]1CC(C2=C1C=NC=1N2N=C(C1)F)(C)C